Nα-Acetyllysine C(C)(=O)N[C@@H](CCCCN)C(=O)O